FC(C=1C=CC=2N(N1)C(=CN2)C2=CC(=NC=C2)N2CCOCC(C2)CNS(=O)(=O)C)(F)F N-((4-(4-(6-(trifluoromethyl)imidazo[1,2-b]pyridazin-3-yl)pyridin-2-yl)-1,4-oxaazepan-6-yl)methyl)methanesulfonamide